5-Methylhex-2-yl α-hydroxyisobutyrate OC(C(=O)OC(C)CCC(C)C)(C)C